N-((R)-1-(3-(difluoromethyl)-2-fluorophenyl)ethyl)-2-methyl-6-(((S)-tetrahydrofurane-3-yl)oxy)furo[2,3-h]quinazolin-4-amine FC(C=1C(=C(C=CC1)[C@@H](C)NC1=NC(=NC2=C3C(=C(C=C12)O[C@@H]1COCC1)OC=C3)C)F)F